BrC1=C(C=C(OCCOC2OCCCC2)C=C1)F 2-[2-(4-bromo-3-fluorophenoxy)ethoxy]tetrahydro-2H-pyran